trichloromethyl-chlorosilane ClC(Cl)(Cl)[SiH2]Cl